ClC1=NC(=NC(=C1CCCF)Cl)N 4,6-dichloro-5-(3-fluoropropyl)pyrimidin-2-amine